(20S)-tosyloxymethyl-pregn-4,6-dien-3-one S(=O)(=O)(C1=CC=C(C)C=C1)OCCC[C@H]1CC[C@H]2[C@@H]3C=CC4=CC(CC[C@]4(C)[C@H]3CC[C@]12C)=O